(1-(Pyridin-4-ylmethyl)-1H-pyrazol-3-yl)-2,3-dihydrobenzofuran-5-carboxamide N1=CC=C(C=C1)CN1N=C(C=C1)C1OC2=C(C1)C=C(C=C2)C(=O)N